tert-Butyl 4-(6-chloropyridazin-3-yl)oxy-3,3a,4,5,6,6a-hexahydro-1H-cyclopenta[c]pyrrole-2-carboxylate ClC1=CC=C(N=N1)OC1CCC2CN(CC21)C(=O)OC(C)(C)C